5,6-dimethyl-2H-thieno[2,3-d][1,3]oxazine-2,4(1H)-dione CC1=C(SC=2NC(OC(C21)=O)=O)C